ethyl 1,2,3,4-tetrahydropyrrolo[1,2-a]pyrazine-7-carboxylate C1C=2N(CCN1)C=C(C2)C(=O)OCC